[K].C1CCC2=C(C=3CCCC3C=C12)NC(=O)NS(=O)(=O)C1CN(C1)CC(C)(C)O N-((1,2,3,5,6,7-Hexahydro-s-indacen-4-yl)carbamoyl)-1-(2-hydroxy-2-methylpropyl)azetidine-3-sulfonamide, Potassium Salt